OCC[N+]1(CCCCC1)C 1-(2-hydroxyethyl)-1-methylpiperidinium